4-amino-7-chloro-8-(2-(methyl-d3)pyridin-3-yl)-3-(propylcarbamoyl)isoquinoline 2-oxide NC1=C([N+](=CC2=C(C(=CC=C12)Cl)C=1C(=NC=CC1)C([2H])([2H])[2H])[O-])C(NCCC)=O